NC1=C(C=NN1C=1C=NC(=CC1C)OC1=C(C=CC=C1F)F)C(=O)C1=CC=2C(=CC=3CCN(CC3C2)CC(=O)N(C)C)N1 2-{2-[(5-amino-1-{6-[(2,6-difluorophenyl)oxy]-4-methylpyridin-3-yl}pyrazol-4-yl)carbonyl]-5,6,7,8-tetrahydro-1H-pyrrolo[2,3-g]isoquinolin-6-yl}-N,N-dimethylacetamide